tert-butyl (3-((3-cyano-6-methyl-5-phenylpyridin-2-yl)amino)benzyl)carbamate C(#N)C=1C(=NC(=C(C1)C1=CC=CC=C1)C)NC=1C=C(CNC(OC(C)(C)C)=O)C=CC1